N-((1-(cyclobutylmethyl)pyrrolidin-3-yl)methyl)-1-(3-(4-methoxyphenyl)-1,2,4-oxadiazol-5-yl)piperidine-4-carboxamide C1(CCC1)CN1CC(CC1)CNC(=O)C1CCN(CC1)C1=NC(=NO1)C1=CC=C(C=C1)OC